tert-butyl 4-((5-fluoro-4-(3-(2-oxo-1,3-oxazinan-3-yl)phenyl)pyrimidin-2-yl)amino)piperidine-1-carboxylate FC=1C(=NC(=NC1)NC1CCN(CC1)C(=O)OC(C)(C)C)C1=CC(=CC=C1)N1C(OCCC1)=O